4,4'-[azinobis(methanylylidene)]bis(2,6-dimethoxyphenol) N(N=CC1=CC(=C(C(=C1)OC)O)OC)=CC1=CC(=C(C(=C1)OC)O)OC